BrC1=NN(C(=C1)C(=O)NC1=C(C=C(C=C1C(N)=O)Cl)Cl)C1=NC=C(C=C1Cl)Cl 3-bromo-N-(2,4-dichloro-6-(carbamoyl)phenyl)-1-(3,5-dichloro-2-pyridinyl)-1H-pyrazole-5-carboxamide